C1(CC1)C1=C(C(=O)O)C=C(C=N1)C1=CC(=CC=C1)C(NC1=CC=C(C=C1)OCCC1=CC=CC=C1)=O 2-cyclopropyl-5-(3-((4-phenethoxyphenyl)carbamoyl)phenyl)nicotinic acid